[Li].FC1=C(C=CC=C1)F 1,2-difluorobenzene, lithium salt